BrC=1C=NC(=NC1)OCCN(C)C 2-(5-bromopyrimidin-2-yl)oxy-N,N-dimethyl-ethylamine